(S)-3-((R)-4-fluoro-5-(4-(((S)-3-(hydroxymethyl)pyrrolidin-1-yl)methyl)pyridin-2-yl)-3-methyl-1-oxoisoindolin-2-yl)piperidine-2,6-dione FC1=C2[C@H](N(C(C2=CC=C1C1=NC=CC(=C1)CN1C[C@H](CC1)CO)=O)[C@@H]1C(NC(CC1)=O)=O)C